C(#N)C1=CC=C(C2=C1CCO2)[C@H]2C(=C(NC1=C(C=NC(=C21)OC2CC2)C)C)C(=O)N (R)-4-(4-cyano-2,3-dihydrobenzofuran-7-yl)-5-cyclopropoxy-2,8-dimethyl-1,4-dihydro-1,6-naphthyridine-3-formamide